1-((R)-1-(3-(8-aminoimidazo[1,2-a]pyridin-6-yl)-4-methoxyphenyl)ethyl)-1-ethyl-3-((R)-6,6,6-trifluorohexan-3-yl)urea NC=1C=2N(C=C(C1)C=1C=C(C=CC1OC)[C@@H](C)N(C(=O)N[C@H](CC)CCC(F)(F)F)CC)C=CN2